ClS(=O)(=O)NC(OC(C)(C)C)=O tert-Butyl (chlorosulfonyl)carbamate